CC1=NC=C(C=C1NC(=O)C=1N=NN2C1C=CC(=C2)C=2C=NN(C2)C)NC(CN2C1CC3OC(CC2C3)C1)=O N-[2-methyl-5-[[2-(2-oxa-6-azatricyclo[3.3.1.13,7]decan-6-yl)acetyl]amino]-3-pyridyl]-6-(1-methylpyrazol-4-yl)triazolo[1,5-a]pyridine-3-carboxamide